4-(1-(5-acrylamido-2,4-difluorophenyl)-3-nitro-1H-pyrazol-4-yl)-2-fluorobenzamide C(C=C)(=O)NC=1C(=CC(=C(C1)N1N=C(C(=C1)C1=CC(=C(C(=O)N)C=C1)F)[N+](=O)[O-])F)F